ClC=1C=C(C=CC1Cl)C#CC(C)NC(=O)N1CCN(CC1)C(\C=C\CN(C)C)=O (E)-N-(4-(3,4-dichlorophenyl)3-butyn-2-yl)-4-(4-(dimethylamino)2-butenoyl)piperazine-1-carboxamide